ClC1=C(C=CC(=C1)F)N1N=CC(=C1)C(=O)N1[C@@H]2C(NCCCCCCCN3C=C4C(C=CC=C4C=4C=CC=C(O[C@H](C1)C2)C4)=N3)=O (19S,22S)-20-[1-(2-chloro-4-fluoro-phenyl)pyrazole-4-carbonyl]-23-oxa-9,17,20,30-tetrazapentacyclo[22.3.1.16,9.119,22.02,7]triaconta-1(28),2,4,6(30),7,24,26-heptaen-18-one